5-(4-((3-ethyl-2-oxo-1,2,3,4-tetrahydroquinazolin-7-yl)methyl)piperazin-1-yl)-N-methylpicolinamide formate C(=O)O.C(C)N1C(NC2=CC(=CC=C2C1)CN1CCN(CC1)C=1C=CC(=NC1)C(=O)NC)=O